(S)-8-(6-amino-5-((2-amino-3-chloropyridin-4-yl)thio)pyrazin-2-yl)-2-cyclopropyl-8-azaspiro[4.5]dec-2-en-1-amine fumarate salt C(\C=C\C(=O)O)(=O)O.NC1=C(N=CC(=N1)N1CCC2(CC=C([C@H]2N)C2CC2)CC1)SC1=C(C(=NC=C1)N)Cl